FC=1C=C(CN2N=CC3=CC=C(C=C23)C=2C=C(C(N(C2)C)=O)NC)C=CC1OC 5-(1-(3-fluoro-4-methoxybenzyl)-1H-indazol-6-yl)-1-methyl-3-(methyl-amino)pyridine-2(1H)-one